1-((cis)-bicyclo[3.1.0]hexan-3-yl)-4-((5-(2-fluorophenyl)-1,3,4-thiadiazol-2-yl)methyl)piperazine-2,3-dione C12CC(CC2C1)N1C(C(N(CC1)CC=1SC(=NN1)C1=C(C=CC=C1)F)=O)=O